CN(C1=CC=C(C=C1)C(C1=CC=C2C=CC(=NC2=C1O)C)NC1=NC=CC=C1)C 7-((4-Dimethylaminophenyl)(pyridin-2-ylamino)methyl)-2-methylquinolin-8-ol